4'-thiouridine [C@@H]1([C@H](O)[C@H](O)[C@@H](CO)S1)N1C(=O)NC(=O)C=C1